COC=1C=NN(C1)C1OCCCC1 4-methoxy-1-(tetrahydro-2H-pyran-2-yl)-1H-pyrazole